1,4-bis(isocyanatomethyl)-2,3,5,6-tetrabromobenzene N(=C=O)CC1=C(C(=C(C(=C1Br)Br)CN=C=O)Br)Br